FC(C1(CC(=NO1)C1=C2C(=C(N=C1)CN)OC=C2)C2=CC(=CC=C2)C(F)(F)F)(F)F 4-[4,5-dihydro-5-(trifluoromethyl)-5-[3-(trifluoro-methyl)phenyl]-3-isoxazolyl]furo[2,3-c]pyridine-7-methanamine